NC1=NC=NC=2N(C3=CC(=C(C=C3C21)F)F)CC(=O)N2C1CC1CC2C(=O)NC2=NC(=CC=C2)Br 2-(2-(4-amino-6,7-difluoro-9H-pyrimido[4,5-b]indol-9-yl)acetyl)-N-(6-bromopyridin-2-yl)-2-azabicyclo[3.1.0]hexane-3-carboxamide